CC1(O[C@H]2[C@@H](O1)[C@@H]([C@@H]1[C@]2(C1)C=C)N1C=CC2=C1N=CN=C2)C 7-((3aR,3bS,4aS,5R,5aS)-2,2-dimethyl-3b-vinylhexahydrocyclopropa[3,4]cyclopenta[1,2-d][1,3]dioxol-5-yl)-7H-pyrrolo[2,3-d]pyrimidine